C(C)OC(CC1=CC(=CC=C1)C=1C(NC2=CC(=C(C=C2C1)C=1C=NC(=CC1)C1=C(C=CC=C1)O)Cl)=O)=O 2-(3-(7-chloro-6-(6-(2-hydroxyphenyl)pyridin-3-yl)-2-oxo-1,2-dihydroquinolin-3-yl)phenyl)acetic acid ethyl ester